FC1=C(C(=O)O)C(=CC=C1F)NC(C)C=1C=C(C=C2C(N(C(=NC12)N1CC2=CC=CC=C2C1)CCCF)=O)C 2,3-difluoro-6-((1-(3-(3-fluoropropyl)-2-(isoindolin-2-yl)-6-methyl-4-oxo-3,4-dihydro-quinazolin-8-yl)ethyl)amino)benzoic acid